C(CCCCC)OC(C(=C)C)=O n-Hexylmethacrylat